ethyl-1,2,4-oxadiazole-5-carboxamide C(C)C1=NOC(=N1)C(=O)N